(10S,23S,27S)-10-Amino-2,2-dimethyl-4,11,17,25-tetraoxo-3-oxa-5,12,18,24,26-pentaazanonacosane-23,27,29-tricarboxylic acid N[C@@H](CCCCNC(OC(C)(C)C)=O)C(NCCCCC(NCCCC[C@H](NC(N[C@@H](CCC(=O)O)C(=O)O)=O)C(=O)O)=O)=O